ClC1=CC2=CN(N=C2C(=C1)C1=NC=NC(=C1)OC)CCOC 5-chloro-2-(2-methoxyethyl)-7-(6-methoxypyrimidin-4-yl)-2H-indazol